COC(=O)[C@@H]1CN(CC[C@H]1NC(=O)C1=NOC(=C1)C1=C(C=C(C=C1)F)F)C(C)(C)C |r| rac-(3R,4R)-1-tert-butyl-4-{[5-(2,4-difluoro-phenyl)-isoxazole-3-carbonyl]-amino}-piperidine-3-carboxylic acid methyl ester